4-(1-hydroxy-2-(methylamino) ethyl)-1,2-phenylenebis(3-methylbutanoate) OC(CNC)C1=CC(=C(C=C1)C(C(=O)[O-])C(C)C)C(C(=O)[O-])C(C)C